C(C)C1=C(C=CC(=C1)O)N=C(N)C1=C(C=2N(N=C1)C=C(C2)C=2C=NC(=CC2C)OC)NC2COC2 N'-(2-ethyl-4-hydroxy-phenyl)-6-(6-methoxy-4-methyl-3-pyridyl)-4-(oxetan-3-ylamino)pyrrolo[1,2-b]pyridazine-3-carboxamidine